ethyl (E)-4-((4-chloro-3-methylphenyl) (prop-2-yn-1-yl) amino)-4-oxobut-2-enoate ClC1=C(C=C(C=C1)N(C(/C=C/C(=O)OCC)=O)CC#C)C